OC1=CC=C(C=C1)C1COC2=CC(=CC=C2C1C1=C(C=CC=C1)O)O 1-cis-3-(4-hydroxyphenyl)-4-(2-hydroxyphenyl)chroman-7-ol